O=C1C(=C(C=NN1)N[C@H](COCCC(=O)O)C)C(F)(F)F 3-[(2S)-2-[(6-oxo-5-(trifluoromethyl)-1,6-dihydropyridazin-4-yl)amino]propoxy]propionic acid